BrC1=CC=C2C(=NC(=NC2=C1F)Cl)N1C[C@@H](N(CC1)C(=O)[O-])CC#N (S)-4-(7-Bromo-2-chloro-8-fluoroquinazolin-4-yl)-2-(cyanomethyl)piperazine-1-carboxylate